O1CC[C@@H](C2=CC=CC=C12)NC(=O)C1=CC2=C(N=C(S2)N2CCNCC2)C=C1OC (S)-N-(chroman-4-yl)-5-methoxy-2-(piperazin-1-yl)benzo[d]-thiazole-6-carboxamide